ClC(C)(C(F)(F)F)F 2-chloro-2,3,3,3-tetrafluoropropane